FC([C@H]1C[C@H](NC1)CCNC(OC1C(NCC1O)CC1=CC=C(C=C1)C1=CN=CO1)=O)(F)F 4-hydroxy-2-{[4-(1,3-oxazol-5-yl)phenyl]methyl}pyrrolidin-3-yl N-{2-[(2S,4S)-4-(trifluoromethyl)pyrrolidin-2-yl]ethyl}carbamate